(3R,5R)-5-fluoro-3-methyl-piperidin-3-ol F[C@@H]1C[C@](CNC1)(O)C